Cl.FC1=NC=CC(=C1OC[C@@H]1C[C@@H](CN1)O)I (3S,5S)-5-[[(2-fluoro-4-iodopyridin-3-yl)oxy]methyl]pyrrolidin-3-ol hydrochloride